(S)-7-(4-(5-fluoro-2-hydroxyphenyl)piperidin-1-yl)-5-oxa-2-azaspiro[3.4]octane-2-carboxylic acid tert-butyl ester C(C)(C)(C)OC(=O)N1CC2(C1)OC[C@H](C2)N2CCC(CC2)C2=C(C=CC(=C2)F)O